methyl 1-((6-cyclopropyl-2-((1,3-dioxoisoindolin-2-yl)methyl)imidazo[1,2-a]pyridin-8-yl)amino)cyclopropane-1-carboxylate C1(CC1)C=1C=C(C=2N(C1)C=C(N2)CN2C(C1=CC=CC=C1C2=O)=O)NC2(CC2)C(=O)OC